OCC(C1=CC[C@H]2[C@@H]3CCC4=CC(C=C[C@]4(C)C3=CC[C@]12C)=O)=O 21-hydroxypregna-1,4,9(11),16-tetraene-3,20-dione